platinum dipotassium oxalate C(C(=O)[O-])(=O)[O-].[K+].[K+].[Pt+2].C(C(=O)[O-])(=O)[O-]